(2S,3S,4S)-5-(3,4-diamino-tetrahydrothiophene-2-yl)valeric acid N[C@@H]1[C@@H](SC[C@H]1N)CCCCC(=O)O